(E)-1-(2,4-Dihydroxyphenyl)-3-[4-methoxy-3-[(2,4,5-trichlorophenoxy)methyl]phenyl]prop-2-en-1-one OC1=C(C=CC(=C1)O)C(\C=C\C1=CC(=C(C=C1)OC)COC1=C(C=C(C(=C1)Cl)Cl)Cl)=O